NC1CCN(CC1)C1CCN(CC1)C(=O)OC(C)(C)C tert-butyl 4-(4-amino-1-piperidyl)piperidine-1-carboxylate